C(=O)(O)C=1C(=C(OC2=C(C(=C(C=C2)C(F)(F)F)C(F)(F)F)OC2=C(C(=CC=C2)C(=O)O)C(=O)O)C=CC1)C(=O)O Bis(dicarboxyphenoxy)bis(trifluoromethyl)benzene